(S)-3-(4'-fluoro-3'-methylbiphenyl-3-yl)-3-(3-(4-hydroxy-1,5-dimethyl-2-oxo-1,2-dihydropyridin-3-yl)ureido)propanoic acid FC1=C(C=C(C=C1)C1=CC(=CC=C1)[C@H](CC(=O)O)NC(=O)NC=1C(N(C=C(C1O)C)C)=O)C